ClC=1C(=NC(=NC1)N1CCC(CC1)C(=O)NC1=CC=C2C(=NN(C2=C1)C)C1C(NC(CC1)=O)=O)NC1=CC2=C(N(C(N2CCC(C)(C)O)=O)C)C=C1 1-[5-chloro-4-[[3-(3-hydroxy-3-methyl-butyl)-1-methyl-2-oxo-benzimidazol-5-yl]amino]pyrimidin-2-yl]-N-[3-(2,6-dioxo-3-piperidyl)-1-methyl-indazol-6-yl]piperidine-4-carboxamide